BrC=1C(=C(C=C(C1C)[N+](=O)[O-])C)Cl 3-bromo-2-chloro-1,4-dimethyl-5-nitrobenzene